ClC=1C(=CC=C2N=CC(=NC12)C=1C=NN(C1)C1(CCC2(OCCO2)CC1)CC(=O)OCC)OC=1C=CC2=C(N(C(=N2)C)COCC[Si](C)(C)C)C1 Ethyl 2-(8-(4-(8-chloro-7-((2-methyl-1-((2-(trimethylsilyl)ethoxy)methyl)-1H-benzo[d]imidazol-6-yl)oxy)quinoxalin-2-yl)-1H-pyrazol-1-yl)-1,4-dioxaspiro[4.5]decan-8-yl)acetate